1-butyl-1-ethylpyrrolidinium cyanide [C-]#N.C(CCC)[N+]1(CCCC1)CC